6-bromohexan-2-ol BrCCCCC(C)O